NCCCNC(=O)C=1C=C2C(=NNC2=CC1)C=1NC(=CN1)COC1=CC=CC=C1 N-(3-aminopropyl)-3-(5-(phenoxymethyl)-1H-imidazol-2-yl)-1H-indazole-5-carboxamide